C(C)N1C=CC2=C1N=CN(C2=O)CC2(CCN(CC2)C(=O)[C@H]2[C@@H](CN(CC2)C(C2=CC(=CC=C2)C)=O)C2=CC=CC=C2)O 7-Ethyl-3-[(4-hydroxy-1-{[(3R,4R)-1-(3-methylbenzoyl)-3-phenylpiperidin-4-yl]carbonyl}piperidin-4-yl)methyl]-3,7-dihydro-4H-pyrrolo[2,3-d]pyrimidin-4-one